C(C1=CC=CC=C1)OC(=O)NC(C(=O)O)CC 2-(((benzyloxy)carbonyl)amino)butanoic acid